[N+](=O)([O-])C1=C2C(C(=O)NC2=O)=CC=C1 3-Nitrophthalimide